C(C)(C)(C)OC(=O)N1CC2=C(CCC1)C=CC(=C2)NC=2N=CC1=C(N2)N(C(C(=C1)C#N)=O)C1CCCC1.FC(OC=1C=CC=NC1)(F)F 5-(trifluoromethoxy)pyridine tert-butyl-8-((6-cyano-8-cyclopentyl-7-oxo-7,8-dihydropyrido[2,3-d]pyrimidin-2-yl)amino)-1,3,4,5-tetrahydro-2H-benzo[c]azepine-2-carboxylate